(4-((diphenylmethylene)amino)phenyl)-2-methylpropanenitrile C1(=CC=CC=C1)C(C1=CC=CC=C1)=NC1=CC=C(C=C1)C(C#N)(C)C